4-oxo-azepane-1-carboxylic acid benzyl ester C(C1=CC=CC=C1)OC(=O)N1CCC(CCC1)=O